CN(C(SC=1C=C(C=C(C1)C1=CC=CC=C1)C1=CC=CC=C1)=O)C S-([1,1':3',1''-terphenyl]-5'-yl) dimethylthiocarbamate